C(C=C)C=1C(=C(C=C(C1)CC=C)N1N=C2C(=N1)C=CC=C2)O 2-(3',5'-diallyl-2'-hydroxylphenyl)benZotriazole